1-[4-chloro-5-fluoro-6-(trifluoromethyl)pyridin-3-yl]-4,4,6-trifluoro-2,3-dihydroquinoline-8-carbonitrile ClC1=C(C=NC(=C1F)C(F)(F)F)N1CCC(C2=CC(=CC(=C12)C#N)F)(F)F